N1(N=NN=C1)CC=1N=NN(C1)CCC1=CC=C(N)C=C1 4-(2-(4-((1H-tetrazol-1-yl)methyl)-1H-1,2,3-triazol-1-yl)ethyl)aniline